N-(5-Methoxypyrazin-2-yl)-9-(methyl(7H-pyrrolo[2,3-d]pyrimidin-4-yl)amino)-3-azaspiro[5.5]undecan-3-carboxamid COC=1N=CC(=NC1)NC(=O)N1CCC2(CC1)CCC(CC2)N(C=2C1=C(N=CN2)NC=C1)C